1-(3-(5-bromothiophene-2-carboxamido)cyclohexyl)-N-methyl-2-(2-methylthiazol-4-yl)-1H-benzo[d]imidazole-5-carboxamide BrC1=CC=C(S1)C(=O)NC1CC(CCC1)N1C(=NC2=C1C=CC(=C2)C(=O)NC)C=2N=C(SC2)C